BrC=1C=C(C(=O)N2CCN(CC2)CC(=O)N2CCCC23C(NC2=CC=CC=C2C3)=O)C=CC1 1-(2-(4-(3-bromobenzoyl)piperazin-1-yl)acetyl)-1',4'-dihydro-2'H-spiro[pyrrolidine-2,3'-quinolin]-2'-one